bis(cyclopentadienyl)(trimethylsilyl)methyl-zirconium C1(C=CC=C1)[Zr](C[Si](C)(C)C)C1C=CC=C1